(R)-(5-(oxazol-4-yl)isochroman-1-yl)methanamine HCl salt Cl.O1C=NC(=C1)C1=C2CCO[C@H](C2=CC=C1)CN